FC1=C2C=CNC2=CC(=C1OC=1C=CC(=C(C1)C1=NC(=C2N1C=CC=C2)C(C)C=2C(=C(C=CC2)CCC(=O)OCC)F)F)F ethyl 3-[3-[1-[3-[5-[(4,6-difluoro-1H-indol-5-yl)oxy]-2-fluoro-phenyl]imidazo[1,5-a]pyridin-1-yl]ethyl]-2-fluoro-phenyl]propanoate